4-(allylamino)-N-(pyridin-2-yl)benzenesulfonamide C(C=C)NC1=CC=C(C=C1)S(=O)(=O)NC1=NC=CC=C1